BrC=1C=C(C(=NC1)C(F)(F)F)F 5-Bromo-3-fluoro-2-(trifluoro-methyl)pyridine